1-((2R,3R,4S,5R)-3-hydroxy-5-(hydroxymethyl)-4-(2-nitroethoxy)tetrahydrofuran-2-yl)pyrimidine-2,4(1H,3H)-dione O[C@H]1[C@@H](O[C@@H]([C@H]1OCC[N+](=O)[O-])CO)N1C(NC(C=C1)=O)=O